IC=1C=C(C=C(C1)C(F)(F)F)CCC(=O)[O-] 3-(3-iodo-5-(trifluoromethyl)phenyl)propanoate